C1(CCCC1)N(C(=O)OCC=1C(=NOC1C1=CC=C(O[C@@H]2C[C@@H](OCC2)C(=O)O)C=C1)C)C |r| (±)-cis-4-(4-(4-(((cyclopentyl(methyl)carbamoyl)oxy)methyl)-3-methylisoxazol-5-yl)phenoxy)tetrahydro-2H-pyran-2-carboxylic acid